O-butyl-hydroxylamine hydrochloride Cl.C(CCC)ON